N1(CCOCC1)C1=C(C=C(CN2CCCC23CCN(CC3)C(=O)OC(C(F)(F)F)C(F)(F)F)C=C1)C(F)(F)F 1,1,1,3,3,3-hexafluoropropan-2-yl 1-(4-morpholinyl-3-(trifluoromethyl) benzyl)-1,8-diazaspiro[4.5]decane-8-carboxylate